COCC(C1=CC=CC2=CC=CC=C12)NC(C1=C(C=CC(=C1)[N+](=O)[O-])C)=O N-(2-Methoxy-1-(naphthalen-1-yl)ethyl)-2-methyl-5-nitrobenzamide